ClC=1C=C(CO\N=C\C2=C(N=C3SC=CN32)C3=CC=CC=C3)C=CC1Cl (E)-6-phenylimidazo[2,1-b]thiazole-5-carbaldehyde O-(3,4-dichlorobenzyl) oxime